C(=CC=CC=CCCCCCC)O dodecatrien-1-ol